(R)-7-(3-(azetidin-1-yl)-4,4-difluoropiperidin-1-yl)-5-(4-chloro-2-fluorophenyl)-2,3-dimethylpyrido[4,3-d]pyrimidin-4(3H)-one N1(CCC1)[C@@H]1CN(CCC1(F)F)C1=CC=2N=C(N(C(C2C(=N1)C1=C(C=C(C=C1)Cl)F)=O)C)C